CC1=C(C(=CC(=C1C)OCCCC)CC)O 2,3-dimethyl-6-ethyl-4-butoxyphenol